(1-(4-bromopyridin-2-yl)cyclopropyl)methanol BrC1=CC(=NC=C1)C1(CC1)CO